7-oxo-6,7-dihydro-1H-pyrrolo[2,3-c]pyridine-2-carboxamide O=C1NC=CC2=C1NC(=C2)C(=O)N